5-fluoro-4-(7'-fluoro-2'-methylspiro[cyclopentane-1,3'-Indol]-5'-yl)-N-(5-(1-methylpiperidin-4-yl)pyridin-2-yl)pyrimidin-2-amine fumarate C(\C=C\C(=O)O)(=O)O.FC=1C(=NC(=NC1)NC1=NC=C(C=C1)C1CCN(CC1)C)C=1C=C2C3(C(=NC2=C(C1)F)C)CCCC3